5-Chloro-4-(2-imidazoline-2-yl-amino)-2,1,3-benzothiadiazole hydrochloride Cl.ClC1=C(C=2C(=NSN2)C=C1)NC=1NCCN1